(Z)-N'-((5-(difluoromethyl)-1-methyl-1H-pyrazole-3-carbonyl)oxy)-1-(2-(trifluoromethyl)phenyl)cyclopropane-1-carboximidamide FC(C1=CC(=NN1C)C(=O)O\N=C(/N)\C1(CC1)C1=C(C=CC=C1)C(F)(F)F)F